ClC1=C(C(=O)N2COC3=C(C2)C=CC=C3C3=CC(=C(C(=O)O)C=C3F)N3C2COCC3CC2)C(=CC(=C1)N1[C@H](CN([C@@H](C1)C)C)C)Cl 4-[3-[2,6-Dichloro-4-[(2S,5R)-2,4,5-trimethylpiperazin-1-yl]benzoyl]-2,4-dihydro-1,3-benzoxazin-8-yl]-5-fluoro-2-(3-oxa-8-azabicyclo[3.2.1]octan-8-yl)benzoic acid